NC1=C2N=C(N(C2=NC(=N1)OCCO)C1OCCCC1)OC 2-((6-amino-8-methoxy-9-(tetrahydro-2H-pyran-2-yl)-9H-purin-2-yl)oxy)ethan-1-ol